3-amino-7-(2-chloro-6-methyl-phenyl)-N-[(3R)-pyrrolidin-3-yl]isoquinoline-4-carboxamide NC=1N=CC2=CC(=CC=C2C1C(=O)N[C@H]1CNCC1)C1=C(C=CC=C1C)Cl